C1(CC1)CC1NC(OC12CCN(CC2)C2CC1CCC(C2)N1C1=NC(=NO1)C)=O 4-(cyclopropylmethyl)-8-(8-(3-methyl-1,2,4-oxadiazol-5-yl)-8-azabicyclo[3.2.1]oct-3-yl)-1-oxa-3,8-diazaspiro[4.5]decan-2-one